tert-pentyl formate C(=O)OC(C)(C)CC